F[P-](F)(F)(F)(F)F.N1(N=NC2=C1C=CC=N2)O[P+](N2CCCC2)(N2CCCC2)N2CCCC2 (azabenzotriazol-1-yloxy)tripyrrolidinophosphonium hexafluorophosphate